P(=O)(O)(O)OC[C@@H](COC(CCCCCCCCCC=CCCCCCC)=O)O 1-octadec-11-enoyl-sn-glycerol 3-phosphate